C(C)(C)(C)OC(=O)N1CC2CCC(C1)N2C=2SC1=C(N2)C(=CC(=C1)C(=O)NC(C)C)C#N 2-(3-(tert-butoxycarbonyl)-3,8-diazabicyclo[3.2.1]octan-8-yl)-4-cyano-N-isopropylbenzo[d]thiazole-6-carboxamide